hydroxynaphthalene formate (hydroxynaphthoate) OC1=C(C2=CC=CC=C2C=C1)C(=O)O.C(=O)O.OC1=CC=CC2=CC=CC=C12